C(C)(C)(C)OC(=O)NCCCC[C@@H](C(=O)O)NC([C@H](CC1=CC(=C(C=C1)O)O)NC(=O)OC(C)(C)C)=O (2S)-6-[(tert-butoxycarbonyl)amino]-2-[(2S)-2-[(tert-butoxycarbonyl)amino]-3-(3,4-dihydroxyphenyl)propanamido]hexanoic acid